C(C)(=O)OC[C@H]([C@H]([C@H]1[C@@H]([C@H](CC(C(O)=O)(O)O1)O)NC(CO)=O)O)OC 9-O-Acetyl-5-N-glycolyl-8-O-methyl-neuraminic acid